ClC1=CC(=NC=C1)[N+](=O)[O-] 4-Chloro-2-nitropyridine